cis-rac-3-fluoro-1-(4-((8-isopropyl-5-((2R,3S)-2-methyl-3-((methylsulfonyl)methyl)azetidin-1-yl)quinazolin-2-yl)amino)pyridin-2-yl)-4-methylpiperidin-4-ol F[C@@H]1CN(CC[C@@]1(O)C)C1=NC=CC(=C1)NC1=NC2=C(C=CC(=C2C=N1)N1[C@@H]([C@H](C1)CS(=O)(=O)C)C)C(C)C |r|